BrC1=CC2=C(OC[C@@H](C(N2C)=O)NC(=O)N2N=CC(=C2)CC2=NC(=CC=C2)C)C=C1 (S)-N-(7-bromo-5-methyl-4-oxo-2,3,4,5-tetrahydrobenzo[b][1,4]oxazepin-3-yl)-4-((6-methylpyridin-2-yl)methyl)-1H-pyrazole-1-carboxamide